ClC1=C(C(=CC=C1)I)F 1-chloro-2-fluoro-3-iodobenzene